3-(2-((2S,6R)-4-acetyl-2,6-dimethylpiperazin-1-yl)-1,1-difluoro-2-oxoethyl)-4-fluoro-N-(4-fluoro-3-methylphenyl)benzamide C(C)(=O)N1C[C@@H](N([C@@H](C1)C)C(C(F)(F)C=1C=C(C(=O)NC2=CC(=C(C=C2)F)C)C=CC1F)=O)C